N-(4-bromophenyl)-2-isocyano-N-methylaniline BrC1=CC=C(C=C1)N(C1=C(C=CC=C1)[N+]#[C-])C